BrC=1C(=CC=2C3=C(C(=NC2C1F)N1CC(C1)N(C)C)N=C(N3)CCN(C)C(=O)OC(C)(C)C)CC3=CC=C(C=C3)C#N 7-bromo-2-(2-((tert-butoxycarbonyl)(methyl)amino)ethyl)-8-(4-cyanobenzyl)-4-(3-(dimethylamino)azetidin-1-yl)-6-fluoro-1H-imidazo[4,5-c]quinolin